2-amino-5-bromo-6-chloro-N-(4-(chlorodifluoromethoxy)phenyl)nicotinamide NC1=C(C(=O)NC2=CC=C(C=C2)OC(F)(F)Cl)C=C(C(=N1)Cl)Br